BrC=1C(=NC(=NC1)C1(CC(C1)(C)C#N)N[S@@](=O)C(C)(C)C)C (S)-N-[1-(5-bromo-4-methylpyrimidin-2-yl)-3-cyano-3-methylcyclobutyl]-2-methylpropane-2-sulfinamide